S-(3-Aminoadamantan-1-yl)ethanethiol NC12CC3(CC(CC(C1)C3)C2)SCC